N-((1r,4r)-4-(2-hydroxypropan-2-yl)cyclohexyl)benzamide OC(C)(C)C1CCC(CC1)NC(C1=CC=CC=C1)=O